2-((2-ethyl-5-(6-(3-hydroxyazetidine-1-carbonyl)-2,6-diazaspiro[3.3]heptan-2-yl)pyrazolo[1,5-a]pyridin-3-yl)(methyl)amino)-4-(4-fluorophenyl)thiazole-5-carbonitrile C(C)C1=NN2C(C=C(C=C2)N2CC3(C2)CN(C3)C(=O)N3CC(C3)O)=C1N(C=1SC(=C(N1)C1=CC=C(C=C1)F)C#N)C